benzyl (14-oxo-3,6,9,12-tetraoxatetradecyl)carbamate O=CCOCCOCCOCCOCCNC(OCC1=CC=CC=C1)=O